N-[(3S)-3-Aminopyrrolidin-1-yl]sulfonyl-6-(3-fluoro-2-methylphenyl)-2-[(4S)-2,2,4-trimethylpyrrolidin-1-yl]pyridin-3-carboxamid N[C@@H]1CN(CC1)S(=O)(=O)NC(=O)C=1C(=NC(=CC1)C1=C(C(=CC=C1)F)C)N1C(C[C@@H](C1)C)(C)C